1-(2,2-difluorocyclopropyl)-N-(quinolin-8-yl)-1H-imidazole-2-sulfonamide FC1(C(C1)N1C(=NC=C1)S(=O)(=O)NC=1C=CC=C2C=CC=NC12)F